(R)-2-(6-((1-Ethylpiperidin-3-yl)amino)-5-methylpyridazin-3-yl)-3-methyl-5-(trifluoromethyl)-phenol C(C)N1C[C@@H](CCC1)NC1=C(C=C(N=N1)C1=C(C=C(C=C1C)C(F)(F)F)O)C